FC(C(=O)O)(F)F.[C@H]12CNC[C@@H]2C1C1=NN(C2=C1C=NC(=C2F)C2=CC(=CC1=CC=C(C(=C21)C#C)F)O)C 4-(3-((1R,5S,6r)-3-azabicyclo[3.1.0]hexan-6-yl)-7-fluoro-1-methyl-1H-pyrazolo[4,3-c]pyridin-6-yl)-5-ethynyl-6-fluoronaphthalen-2-ol 2,2,2-trifluoroacetate